Ethyl (1-(benzo[d][1,3]dioxol-5-yl)propan-2-yl)(methyl)carbamate O1COC2=C1C=CC(=C2)CC(C)N(C(OCC)=O)C